[N-]=[N+]=[N-].[K+].C(CCCCCCC)C(CC=1C(=C(C2=CC3=CC(=CC=C3C=C2C1)[Sn](CCCC)(CCCC)CCCC)CC(CCCCCCCCCC)CCCCCCCC)[Sn](CCCC)(CCCC)CCCC)CCCCCCCCCC Bis(2-octyldodecyl)-2,7-bis-(tributylstannyl)anthracene potassium azide